Cl.FC=1C=C2C(C(=CN3C2=C(C1N1CCN(CC1)CC1=CC=CC2=CC=CC=C12)OC[C@@H]3C)C(=O)O)=O (S)-9-fluoro-3-methyl-10-(4-(naphthalen-1-ylmethyl)piperazin-1-yl)-7-oxo-2,3-dihydro-7H-[1,4]oxazino[2,3,4-ij]quinoline-6-carboxylic acid hydrochloride